ClC1=C(C(=CC=C1)F)C1=N[C@H](C2=NN=C(N2C=2SC=3CC(CC3C12)CO)C1CC1)C [(7S)-9-(2-chloro-6-fluoro-phenyl)-3-cyclopropyl-7-methyl-16-thia-2,4,5,8-tetrazatetracyclo[8.6.0.02,6.011,15]hexadeca-1(10),3,5,8,11(15)-pentaen-13-yl]methanol